CN1CC[C@]2(CCCC[C@@H]12)C=1C=CC2=C(N=CN2)C1 |r| 6-[rac-(3aR,7aR)-1-methyl-3,4,5,6,7,7a-hexahydro-2H-indol-3a-yl]benzimidazole